COC=1C=C(CCC2(CCC2)C(=O)O)C=CC1 1-(3-Methoxyphenethyl)cyclobutane-1-carboxylic acid